CC(C)CCCCCCCCNS(=O)(=O)O The molecule is a member of the class of sulfamic acids that is sulfamic acid in which one of the amino hydrogens has been replaced by a (9-methyldecyl) group. It has a role as a kairomone and a Daphnia pulex metabolite. It is a conjugate acid of a (9-methyldecyl)sulfamate.